C(#N)C=1N=C([N-]C1C#N)C(F)(F)F.[Li+] lithium 4,5-dicyano-2-trifluoromethyl-imidazolide